ClC1=C(C=NN1CC)C(=O)OCC Ethyl 5-chloro-1-ethylpyrazole-4-carboxylate